tert-butyl 3-(6-bromo-5-fluoro-2-oxo-2,3-dihydro-1H-benzo[d]imidazole-1-yl)azetidine-1-carboxylate BrC=1C(=CC2=C(N(C(N2)=O)C2CN(C2)C(=O)OC(C)(C)C)C1)F